(R)-5-fluoro-2-(fluoromethyl)-1-((R)-5-(pyridin-2-yl)-2,3-dihydro-1H-indene-2-carbonyl)indoline-6-sulfonamide FC=1C=C2C[C@@H](N(C2=CC1S(=O)(=O)N)C(=O)[C@@H]1CC2=CC=C(C=C2C1)C1=NC=CC=C1)CF